NC1CCN(CC1)C=1N=C(C(=C(C(=O)O)C1)C=1C=C2C(C(N(C2=CC1)C)=O)(F)F)C1=CC(=C(C=C1)C#N)F 6-(4-aminopiperidin-1-yl)-2-(4-cyano-3-fluorophenyl)-3-(3,3-difluoro-1-methyl-2-oxindole-5-yl)isonicotinic acid